N-(((R)-6-fluoro-6,7-dihydro-5H-pyrrolo[1,2-c]imidazol-1-yl)methylene)-2-methylpropan-2-sulfinamide F[C@@H]1CC=2N(C=NC2C=NS(=O)C(C)(C)C)C1